ClCCCOC1=CC=C(C=C1)C(COC(C1=C(C=CC=C1)N)=O)=O 2-(4-(3-Chloropropoxy)phenyl)-2-oxoethyl-2-aminobenzoate